2-(4-(3-((2,6-dioxopiperidin-3-yl)amino)-1H-pyrazol-1-yl)piperidin-1-yl)acetic acid HCl salt Cl.O=C1NC(CCC1NC1=NN(C=C1)C1CCN(CC1)CC(=O)O)=O